1-(4-(5-(hydroxymethyl)-2-nitrophenyl)piperazin-1-yl)ethan-1-one OCC=1C=CC(=C(C1)N1CCN(CC1)C(C)=O)[N+](=O)[O-]